tert-butyl 6-((N-(tert-butoxycarbonyl)sulfamoyl)benzylamino)-2-azaspiro[3.3]heptane-2-carboxylate C(C)(C)(C)OC(=O)NS(=O)(=O)N(C1CC2(CN(C2)C(=O)OC(C)(C)C)C1)CC1=CC=CC=C1